S1CC=CC=C1 2H-thiin